1-(4-bromo-3-methoxyphenyl)thiourea BrC1=C(C=C(C=C1)NC(=S)N)OC